C(C)C1=C(C=CC=C1)C1=NC(=NC(=N1)C1=C(C=CC=C1)CC)C1=C(C=C(C=C1)OCCOC(C=C)=O)O 2,4-Bis(2-ethylphenyl)-6-[2-hydroxy-4-(2-acryloyloxyethoxy)phenyl]s-triazine